C1(=CC=CC=C1)C=1N=C2N(C=CC=C2)C1NC1=CC=C(C=C1)S(=O)(=O)F 4-((2-Phenylimidazo[1,2-a]pyridin-3-yl)amino)benzenesulfonyl fluoride